C(C)OCOC1=C(C=CC(=C1)C#CC)B1OC(C(O1)(C)C)(C)C 2-(2-(ethoxymethoxy)-4-(prop-1-yn-1-yl)phenyl)-4,4,5,5-tetramethyl-1,3,2-Dioxaborolane